N-[1-(1-benzothiophen-7-yl)ethyl]-6,7-dimethoxy-2-methylquinazolin-4-amine S1C=CC2=C1C(=CC=C2)C(C)NC2=NC(=NC1=CC(=C(C=C21)OC)OC)C